C(C)(=O)[O-].C(CCCCCCCCCCCCC)(=O)[O-].[In+3] indium (iii) Myristate Acetate